7-(8-chloro-7-fluoronaphthalen-1-yl)-2-(((2R,7aS)-2-fluorohexahydro-1H-pyrrolizin-7a-yl)methoxy)-5,6,7,8-tetrahydropyrido[3,4-d]pyrimidin-4-yl trifluoromethanesulfonate FC(S(=O)(=O)OC=1C2=C(N=C(N1)OC[C@]13CCCN3C[C@@H](C1)F)CN(CC2)C2=CC=CC1=CC=C(C(=C21)Cl)F)(F)F